methyl 2-[[2-(3-bromophenyl)-3,3,3-trifluoro-propyl]carbamoyloxy]benzoate BrC=1C=C(C=CC1)C(CNC(=O)OC1=C(C(=O)OC)C=CC=C1)C(F)(F)F